BrC=1C=NC(=NC1)N1C[C@@H](N(CC1)C1=NC=CC=N1)COCCOCCO (R)-2-(2-((4-(5-bromopyrimidin-2-yl)-1-(pyrimidin-2-yl)piperazin-2-yl)methoxy)ethoxy)ethan-1-ol